(6S)-6-[2-Chloro-3-(1-methyl-pyrrolo[2,3-b]pyridin-2-yl)phenyl]-2-imino-6-methyl-3-[(2S,4S)-2-methyltetrahydropyran-4-yl]-hexahydropyrimidin-4-one trifluoroacetic acid salt FC(C(=O)O)(F)F.ClC1=C(C=CC=C1C1=CC=2C(=NC=CC2)N1C)[C@@]1(CC(N(C(N1)=N)[C@@H]1C[C@@H](OCC1)C)=O)C